(2S,3S)-1-(5-(3,5-dimethyl-1H-pyrazol-4-yl)-1H-pyrrole-2-carbonyl)-N-(4-fluoro-3-methyl-phenyl)-2-methylpyrrolidine-3-carboxamide CC1=NNC(=C1C1=CC=C(N1)C(=O)N1[C@H]([C@H](CC1)C(=O)NC1=CC(=C(C=C1)F)C)C)C